C(C)(C)(C)OC(=O)N1CCC(CC1)N1N=CC(=C1)Br.BrC=1C=NN(C1)C1CCNCC1 4-(4-bromo-1H-pyrazol-1-yl)piperidine tert-Butyl-4-(4-bromo-1H-pyrazol-1-yl)piperidine-1-carboxylate